pyrido[2,3-d]pyrimidin-2(1H)-one trifluoroacetate FC(C(=O)O)(F)F.N1C(N=CC2=C1N=CC=C2)=O